O1C(=CC=C1)CC(=O)NCCCC(CCCC(CCCCC(CCCC(CCC)C)C)C)C 1-[2-(2-furyl)acetamido](2E,4E,6E,8E,10E,12E,14E,16Z,18E)-4,8,13,17-tetramethyleicosane